FC1=CC(=CC2=CN(N=C12)C)NC(=O)C1CCC(C2CN(NC12)C)N1CCN(CC1)C(=O)OC(C)(C)C tert-butyl 4-{7-[(7-fluoro-2-methylindazol-5-yl)carbamoyl]-2-methyl-octahydroindazol-4-yl}piperazine-1-carboxylate